methyl (R)-4-((4'-carbamoyl-2'-methyl-[1,1'-biphenyl]-3-yl)methyl)morpholine-3-carboxylate C(N)(=O)C1=CC(=C(C=C1)C1=CC(=CC=C1)CN1[C@H](COCC1)C(=O)OC)C